The molecule is a kanamycin that is kanamycin A in which the 6'-amino group is replaced by a hydroxy group. It derives from a kanamycin A. It is a conjugate acid of a kanamycin X(3+). C1[C@H]([C@@H]([C@H]([C@@H]([C@H]1N)O[C@@H]2[C@@H]([C@H]([C@@H]([C@H](O2)CO)O)O)O)O)O[C@@H]3[C@@H]([C@H]([C@@H]([C@H](O3)CO)O)N)O)N